[Cl-].[Cl-].[Cl-].[Cl-].[Cl-].[Hf+4] hafnium pentachloride